1-(3,4,5-trimethoxyphenyl)-1H-1,2,4-triazol-3-amine COC=1C=C(C=C(C1OC)OC)N1N=C(N=C1)N